CN(C(=O)[C@@H]1CN(CC[C@H]1NC(=O)C1=NOC(=C1)C1=C(C=C(C=C1)F)F)C1CCCCC1)CCC1=NC=CC=C1 (3R,4R)-1-cyclohexyl-4-{[5-(2,4-difluoro-phenyl)-isoxazole-3-carbonyl]-amino}-piperidine-3-carboxylic acid methyl-(2-pyridin-2-yl-ethyl)-amide